N-(2,5-dimethoxyphenyl)-7-methyl-5-oxo-1-thioxo-4,5-dihydro-1H-thiazolo[3,4-a]quinazoline COC1=C(C=C(C=C1)OC)N1C=2N(C3=CC=C(C=C3C1=O)C)C(SC2)=S